3-(4-cyclopropyl-2,5-dioxo-imidazolin-4-yl)propionic acid C1(CC1)C1(NC(NC1=O)=O)CCC(=O)O